N[C@@H](C)C1=CC=2N(N=C1)C=C(N2)[C@H](C2CCC(CC2)(F)F)NC(OC(C)(C)C)=O |o1:1| tert-butyl ((S)-(7-((S*)-1-aminoethyl)imidazo[1,2-b]pyridazin-2-yl)(4,4-difluorocyclohexyl)methyl)carbamate